2-chloro-6-(3,5-dimethoxyphenyl)-7-fluoroquinazoline ClC1=NC2=CC(=C(C=C2C=N1)C1=CC(=CC(=C1)OC)OC)F